1,5-anhydro-2,4-dideoxy-2-(6-(4-isopropoxybenzyl)-4,5-dimethyl-1-oxo-1,3-dihydro-2H-isoindol-2-yl)-L-threo-pentitol C(C)(C)OC1=CC=C(CC2=C(C(=C3CN(C(C3=C2)=O)[C@H]2COCC[C@@H]2O)C)C)C=C1